1-(2-(1-(4-Chlorophenyl)-2,5-dimethyl-1H-pyrrol-3-yl)-2-oxoethyl)piperidine-4-carboxylic acid ClC1=CC=C(C=C1)N1C(=C(C=C1C)C(CN1CCC(CC1)C(=O)O)=O)C